2-(4-bromophenyl)-6-((4-isopropylphenyl)carbamoyl)cyclohexane-1-carboxylic acid BrC1=CC=C(C=C1)C1C(C(CCC1)C(NC1=CC=C(C=C1)C(C)C)=O)C(=O)O